CNC=1C2=C(N=CN1)NC=C2 methyl-(7H-pyrrolo[2,3-d]pyrimidin-4-yl)-amine